(3-(6-(piperidin-3-yl)pyridin-2-yl)pyrazolo[1,5-a]pyridin-5-yl)-2-(pyridin-3-ylamino)acetamide N1CC(CCC1)C1=CC=CC(=N1)C=1C=NN2C1C=C(C=C2)C(C(=O)N)NC=2C=NC=CC2